1-dodecyl-2-Methylpiperidinium cyanide [C-]#N.C(CCCCCCCCCCC)[NH+]1C(CCCC1)C